C(C1=CC=CC=C1)OC=1C=C2CCC(=C(C2=CC1)C1=C(C=C(C=C1)N1CCC(CC1)C(OC)OC)F)Br 1-(4-(6-(benzyloxy)-2-bromo-3,4-dihydronaphthalen-1-yl)-3-fluorophenyl)-4-(dimethoxymethyl)piperidine